2-(2,6-dioxopiperidin-3-yl)-4-((3-(piperidin-4-yl)propyl)amino)isoindoline-1,3-dione O=C1NC(CCC1N1C(C2=CC=CC(=C2C1=O)NCCCC1CCNCC1)=O)=O